O.[Cl-].[Mg+2].[Cl-] magnesium (II) chloride hydrate